3,3-bis(4-hydroxyphenyl)phthalimide OC1=CC=C(C=C1)C1(C2C(C(=O)NC2=O)=CC=C1)C1=CC=C(C=C1)O